1-TERT-BUTYL-5-CHLORO-3-(TRIFLUOROMETHYL)-1H-PYRAZOLE-4-CARBALDEHYDE C(C)(C)(C)N1N=C(C(=C1Cl)C=O)C(F)(F)F